tert-butyl 4-(5-(2-fluoro-4-(3-(4-fluorophenyl)-1-isopropyl-2,4-dioxo-1,2,3,4-tetrahydropyrimidine-5-carboxamido) phenoxy)-1-methyl-1H-indazol-6-yl)-1H-pyrazole-1-carboxylate FC1=C(OC=2C=C3C=NN(C3=CC2C=2C=NN(C2)C(=O)OC(C)(C)C)C)C=CC(=C1)NC(=O)C=1C(N(C(N(C1)C(C)C)=O)C1=CC=C(C=C1)F)=O